[2-[6-[(2R,6S)-2,6-dimethylmorpholin-4-yl]-2-pyridyl]pyrido[3,4-b]pyrazin-7-yl]methanol C[C@@H]1CN(C[C@@H](O1)C)C1=CC=CC(=N1)C=1N=C2C(=NC1)C=NC(=C2)CO